3-cyclopropyl-5-fluoro-4-{[2-fluoro-3-(morpholine-4-carbonyl)phenyl]amino}-N-[imidazolidin-2-ylidene]benzamide C1(CC1)C=1C=C(C(=O)N=C2NCCN2)C=C(C1NC1=C(C(=CC=C1)C(=O)N1CCOCC1)F)F